N-(4-Fluorobenzyl)-N-hydroxy-2,2-dimethylbutanamid FC1=CC=C(CN(C(C(CC)(C)C)=O)O)C=C1